2-bromo-5,6-dimethoxy-3-methylbenzene-1,4-diol BrC1=C(C(=C(C(=C1C)O)OC)OC)O